1-butyl-3-methyl-imidazol-3-ium hexafluorophosphate F[P-](F)(F)(F)(F)F.C(CCC)N1C=[N+](C=C1)C